O(C1=CC=CC=C1)C(=O)NC(C(=O)O)CCN(CCCCC1=NC=2NCCCC2C=C1)CCOC1=CC=CC=C1 2-(phenoxycarbonylamino)-4-[2-phenoxyethyl-[4-(5,6,7,8-tetrahydro-1,8-naphthyridin-2-yl)butyl]amino]butanoic acid